2-ethyl-2,3-dihydrothieno[3,4-b][1,4]dioxine C(C)C1COC=2C(O1)=CSC2